3-(4-bromo-2-chloro-3-methoxyphenyl)piperidine-2,6-dione BrC1=C(C(=C(C=C1)C1C(NC(CC1)=O)=O)Cl)OC